The molecule is a trimethoxyflavone that is quercetin in which the hydroxy groups at position 3, 7 and 3' are replaced by methoxy groups. It has been isolated from Combretum quadrangulare and Euodia elleryana. It has a role as a plant metabolite and an antiemetic. It is a dihydroxyflavone and a trimethoxyflavone. It derives from a quercetin. COC1=CC(=C2C(=C1)OC(=C(C2=O)OC)C3=CC(=C(C=C3)O)OC)O